5-((4-ethynylbenzyl)amino)-2-methoxynicotinamide C(#C)C1=CC=C(CNC=2C=NC(=C(C(=O)N)C2)OC)C=C1